C(CC(O)(C(=O)[O-])CC(=O)[O-])(=O)[O-].[Fe+3].[NH4+] Ammonium Iron(III) citrate